2-(1-methylcyclohexyl)acetic acid CC1(CCCCC1)CC(=O)O